C(C)(=O)OC1=C(C=CC=C1)CC(=O)OC(C(C)C)Cl (1-chloro-2-methyl-propyl) 2-(2-acetoxyphenyl)acetate